(5-FLUORO-2-THIENYL)BORONIC ACID FC1=CC=C(S1)B(O)O